5-chloro-1-((6-(3-fluoro-5-methoxyphenyl)pyridazin-3-yl)methyl)-1H-indazole ClC=1C=C2C=NN(C2=CC1)CC=1N=NC(=CC1)C1=CC(=CC(=C1)OC)F